P(=S)([S-])(OCC)OCC O,O'-Diethyl dithiophosphate